C(C)(C)(C)C1=CC=C(C=C1)C=1N=C2N(C(C1C#N)=O)CCS2 7-(4-tert-butylphenyl)-5-oxo-2H,3H,5H-[1,3]thiazolo[3,2-a]pyrimidine-6-carbonitrile